ClC=1C=C(C=CC1Cl)NC(=O)N1C2CCC1CC=1N=C(N=CC12)F N-(3,4-dichlorophenyl)-2-fluoro-6,7,8,9-tetrahydro-5H-5,8-epiminocyclohepta[d]-pyrimidine-10-carboxamide